4-{(S)-2-(4-ethylthiazol-2-yl)-2-[2-(3-methyl-1,2,4-oxadiazol-5-yl)-3-phenylpropionylamino]ethyl}phenylaminosulfonic acid C(C)C=1N=C(SC1)[C@H](CC1=CC=C(C=C1)NS(=O)(=O)O)NC(C(CC1=CC=CC=C1)C1=NC(=NO1)C)=O